ClC=1C(=C(C=CC1)C1(CN(C1)C(=O)OC(C)(C)C)O)C tert-butyl 3-(3-chloro-2-methylphenyl)-3-hydroxyazetidine-1-carboxylate